BrC=1C=NN(C1C)C(CCN1CCOCC1)C1CCCCC1 4-(3-(4-bromo-5-methyl-1H-pyrazol-1-yl)-3-cyclohexylpropyl)morpholine